C(C)OC(C[C@@H](C=1C=C(C=CC1)C1=CC(=CC=C1)OC)N)=O (S)-3-amino-3-(3'-methoxybiphenyl-3-yl)propionic acid ethyl ester